ClC1=C(C(=CC=C1)F)C1C(CNC1)C(=O)OCC ethyl 4-(2-chloro-6-fluorophenyl)pyrrolidine-3-carboxylate